NC=1C=CC=C2C(=C(NC12)CN(C)C)[C@H]1NC(C2=CC=C(C=C12)O)=O (3S)-3-{7-amino-2-[(dimethylamino)methyl]-1H-indol-3-yl}-5-hydroxy-2,3-dihydro-1H-isoindol-1-one